6-(cyclopropanecarboxamido)-4-((3-methoxy-4-(1-((3R,4R)-4-methoxytetrahydrofuran-3-yl)-1H-pyrazol-4-yl)pyridin-2-yl)amino)nicotinamide C1(CC1)C(=O)NC1=NC=C(C(=O)N)C(=C1)NC1=NC=CC(=C1OC)C=1C=NN(C1)[C@@H]1COC[C@@H]1OC